P(=O)(OC[C@]1(O[C@H]([C@@H]([C@@H]1O)O)C1=CC=C2C(=NC=NN21)N)C#N)(OC[C@H](CCCCCCCCCCCCCCCCCC)OC2=CC(=CC(=C2)F)C#N)O ((2R,3S,4R,5S)-5-(4-aminopyrrolo[2,1-f][1,2,4]triazin-7-yl)-2-cyano-3,4-dihydroxytetrahydrofuran-2-yl)methyl ((S)-2-(3-cyano-5-fluorophenoxy)icosyl) hydrogen phosphate